yttrium Tris(methylcyclopentadiene) CC1=CC=CC1.CC1=CC=CC1.CC1=CC=CC1.[Y]